C(C)(C)(C)C1=CC(=CC2=CC=CC=C12)C1=NC=CC2=C1SC(=N2)Cl 4-(4-(tert-butyl)naphthalen-2-yl)-2-chlorothiazolo[5,4-c]pyridine